BrC1=CC=C(C=C1)C(C[N+](=O)[O-])C1=CNC2=CC=C(C=C12)C 3-(1-(4-bromophenyl)-2-nitroethyl)-5-methyl-1H-indole